C1(CC1)C=1C=C(C(=NC1)CN[C@@H](COC)C)F (R)-N-((5-cyclopropyl-3-fluoropyridin-2-yl)methyl)-1-methoxypropan-2-amine